CS(=O)(=O)C1=CC=C(C=C1)[C@@H](C)NC(=O)C1=NN(C(C=C1)=O)C1=CC=CC=C1 N-[(1R)-1-(4-methylsulfonylphenyl)ethyl]-6-oxo-1-phenyl-pyridazine-3-carboxamide